2-(2-methyl-acryloyloxy)ethyl acrylate C(C=C)(=O)OCCOC(C(=C)C)=O